4-bromo-3-fluorophenylboronic acid pinacol ester BrC1=C(C=C(C=C1)B1OC(C)(C)C(C)(C)O1)F